FC=1C=C2C(=NNC2=CC1)N1C(C2=CC=CC=C2C1=O)=O 2-(5-fluoro-1H-indazol-3-yl)isoindoline-1,3-dione